4-(6,9-bis(4-vinylphenyl)-9H-carbazol-3-yl)aniline C(=C)C1=CC=C(C=C1)C=1C=C2C=3C=C(C=CC3N(C2=CC1)C1=CC=C(C=C1)C=C)C1=CC=C(N)C=C1